3-(1H-imidazol-4-yl)-N-[(pyrimidin-5-yl)methyl]prop-2-enamide N1C=NC(=C1)C=CC(=O)NCC=1C=NC=NC1